N[C@@H](C(C([2H])([2H])[2H])(C([2H])([2H])[2H])O)C1=CC=C(C=C1)OC[C@H](CCC)C([2H])([2H])[2H] 2-((R)-amino(4-(((S)-2-(methyl-d3)pentyl)oxy)phenyl)methyl)propan-1,1,1,3,3,3-d6-2-ol